C(C1=CC=CC=C1)OC(=O)N([C@H](CO[Si](C1=CC=CC=C1)(C1=CC=CC=C1)C(C)(C)C)C(=O)NC1=CC=C2C(=N1)C=NN2C(=O)OC(C)(C)C)C([2H])([2H])[2H] tert-Butyl 5-({N-[(benzyloxy)carbonyl]-O-[tert-butyl(diphenyl)silyl]-N-(2H3)methyl-D-seryl}amino)-1H-pyrazolo[4,3-b]pyridine-1-carboxylate